CN1C(CCCC1)CCN1C2=CC=CC=C2SC=2C=C(C=CC12)C(F)(F)F 10-(2-(1-methylpiperidin-2-yl)ethyl)-3-(trifluoromethyl)-10H-phenothiazine